NCCOCCOCCOCCOCCOCCNC(CNC1=CC(=C(C(=O)NC=2SC(=CN2)C)C=C1)C)=O 4-((20-amino-2-oxo-6,9,12,15,18-pentoxa-3-azaeicosyl)amino)-2-methyl-N-(5-methylthiazol-2-yl)benzamide